1-(3-(2'-Amino-7'-oxo-5'H-spiro[cyclopropane-1,8'-pyrido[4,3-d]pyrimidine]-6'(7'H)-yl)-4-methylphenyl)-3-(3-cyanophenyl)urea NC=1N=CC2=C(N1)C1(C(N(C2)C=2C=C(C=CC2C)NC(=O)NC2=CC(=CC=C2)C#N)=O)CC1